COC1=CC=C(C=N1)OC1CCN(CC1)C=1C(=CC2=C(C3COCCN3C2=O)N1)C 2-(4-((6-methoxypyridin-3-yl)oxy)piperidin-1-yl)-3-methyl-7,8,10,10a-tetrahydro-5H-pyrido[2',3':3,4]pyrrolo[2,1-c][1,4]oxazin-5-one